C1(=CC=CC=C1)CCCC=1C=C(C=CC1)C 3-phenyl-1-(m-tolyl)propan